5-chloro-N-(2-chloroethyl)-2-phenylpyridin-3-amine ClC=1C=C(C(=NC1)C1=CC=CC=C1)NCCCl